iron-nickel benzoic acid C(C1=CC=CC=C1)(=O)O.[Ni].[Fe]